N-hydroxy-N-phenylbenzamide tert-butyl-N-[4-[[4-(2,6-dioxo-3-piperidyl)phenyl]carbamoyl]phenyl]carbamate C(C)(C)(C)OC(NC1=CC=C(C=C1)C(NC1=CC=C(C=C1)C1C(NC(CC1)=O)=O)=O)=O.ON(C(C1=CC=CC=C1)=O)C1=CC=CC=C1